C(CC(O)(C(=O)[O-])CC(=O)[O-])(=O)[O-].[Cu+2].[Zn+2] zinc-copper citrate